N-((1r,3r)-3-(3-chloro-4-cyanophenoxy)-2,2,4,4-tetramethylcyclobutyl)-6-(4-(4-((2,6-dioxopiperidin-3-yl)amino)benzyl)piperazin-1-yl)pyridazine-3-carboxamide ClC=1C=C(OC2C(C(C2(C)C)NC(=O)C=2N=NC(=CC2)N2CCN(CC2)CC2=CC=C(C=C2)NC2C(NC(CC2)=O)=O)(C)C)C=CC1C#N